(1r,4r)-N-(6-(1,4-dioxaspiro[4.5]decan-8-yl)pyridazin-3-yl)-4-(3-chloro-4-cyanophenoxy)cyclohexane-1-carboxamide O1CCOC12CCC(CC2)C2=CC=C(N=N2)NC(=O)C2CCC(CC2)OC2=CC(=C(C=C2)C#N)Cl